O=C(C(=O)OC\C=C/C(=O)OC(C)(C)C)C (Z)-tert-butyl 4-((2-oxopropanoyl)oxy)but-2-enoate